ClC=1C=C(C=CC1C=1N(C2=NC=NC(=C2N1)OC1(CC1)C)CC1=NC=CC(=C1)C)CC(=O)N1CCNCCC1 2-(3-chloro-4-(6-(1-methylcyclopropoxy)-9-((4-methylpyridin-2-yl)methyl)-9H-purin-8-yl)phenyl)-1-(1,4-diazepan-1-yl)ethan-1-one